CC1CNCC=2N1C=CC2 4-methyl-1,2,3,4-tetrahydropyrrolo[1,2-a]pyrazine